N[C@@H]1CN(CC[C@@H]1F)C1=NC2=C(N1CC1=NC=C(C#N)C=C1)C=C(C=C2Cl)Cl 6-((2-((3R,4S)-3-Amino-4-fluoropiperidin-1-yl)-4,6-dichloro-1H-benzo[d]imidazol-1-yl)methyl)nicotinonitril